C1=CC=C(C=2N=C3N(CCCCC3)C21)NC(C2=CC=CC=C2)=O N-(7,8,9,10-tetrahydro-6H-benzo[4,5]imidazo[1,2-a]azepine-4-yl)benzamide